NC=1C=2N(C(=CN1)C1=CCC(CC1)NC)C(=NC2C2=CC(=C(C=C2F)NC(NC2=CC(=CC=C2)C(F)(F)F)=O)OC)C 3-(4-{8-amino-3-methyl-5-[4-(methylamino)cyclohex-1-en-1-yl]imidazo[1,5-a]pyrazin-1-yl}-5-fluoro-2-methoxyphenyl)-1-[3-(trifluoromethyl)phenyl]urea